1-(benzo[d]oxazol-6-yl)-3-(4-methoxyphenyl)urea O1C=NC2=C1C=C(C=C2)NC(=O)NC2=CC=C(C=C2)OC